O1COCC1.[Ru+2] ruthenium (II) 1,3-dioxolane